2-(1-(4-(dimethylamino)butyl)-8-((2-ethoxy-2-oxoethyl)thio)-6-oxo-6,9-dihydro-1H-purin-2-yl)-6-nitrobenzoic acid CN(CCCCN1C(=NC=2NC(=NC2C1=O)SCC(=O)OCC)C1=C(C(=O)O)C(=CC=C1)[N+](=O)[O-])C